4,4-dimethyl-7-oxoheptanenitrile CC(CCC#N)(CCC=O)C